C(C)(C)(C)OC(CN1N=CC2=C(C1=O)N(C=N2)C)=O 2-{1-methyl-7-oxo-1H,6H,7H-imidazo[4,5-d]pyridazin-6-yl}acetic acid tert-butyl ester